N1CC(C1)C1=CC(=C(CN2C[C@@H](CC2)C(=O)OC)C(=C1)C)C methyl (R)-1-(4-(azetidin-3-yl)-2,6-dimethylbenzyl)pyrrolidine-3-carboxylate